CN([C@@H]1CN(CC1)C=1C=CC=2N(C(C=C(N2)C2=NN3C(C(=NC(=C3)C)CC)=C2)=O)C1)C 7-[(3S)-3-(dimethylamino)pyrrolidin-1-yl]-2-(4-ethyl-6-methylpyrazolo[1,5-a]pyrazin-2-yl)-4H-pyrido[1,2-a]pyrimidin-4-one